ClC1=C(C=C(C(=C1)F)C#N)NC(OC(C)(C)C)=O tert-butyl (2-chloro-5-cyano-4-fluorophenyl)carbamate